5-[2,3-difluoro-4-[1-(2-hydroxypropyl)-3-(trifluoromethyl)pyrazol-4-yl]phenyl]-1-methyl-imidazole-2-carboxamide FC1=C(C=CC(=C1F)C=1C(=NN(C1)CC(C)O)C(F)(F)F)C1=CN=C(N1C)C(=O)N